C[C@H](CCC(=O)NCC(=O)[O-])[C@H]1CC[C@@H]2[C@@]1(CC[C@H]3[C@H]2[C@@H](C[C@H]4[C@@]3(CC[C@H](C4)O)C)OS(=O)(=O)[O-])C The molecule is a steroid sulfate oxoanion obtained by deprotonation of the carboxylic acid and sulfate functions of glycochenodeoxycholic acid 7-sulfate. It is a steroid sulfate oxoanion and a glycochenodeoxycholic acid sulfate anion. It is a conjugate base of a glycochenodeoxycholic acid 7-sulfate.